6-chloro-4-((2-methoxy-3-(2-methyl-2H-1,2,3-triazol-4-yl)phenyl)amino)-N-(methyl-d3)pyridazine-3-carboxamide ClC1=CC(=C(N=N1)C(=O)NC([2H])([2H])[2H])NC1=C(C(=CC=C1)C1=NN(N=C1)C)OC